5-(5-((1-(4-(4-chloro-1,2-bis(4-hydroxyphenyl)but-1-en-1-yl)phenyl)piperidin-4-yl)methyl)-2,5-diazabicyclo[2.2.2]octan-2-yl)-2-(2,6-dioxopiperidin-3-yl)-6-fluoroisoindoline-1,3-dione ClCCC(=C(C1=CC=C(C=C1)O)C1=CC=C(C=C1)N1CCC(CC1)CN1C2CN(C(C1)CC2)C=2C=C1C(N(C(C1=CC2F)=O)C2C(NC(CC2)=O)=O)=O)C2=CC=C(C=C2)O